[As](OCC)(OCC)([O-])=O diethyl arsenate